(6R,7aR)-6-(2,3-dichloro-6-methoxyphenyl)-hexahydropyrrolizin-3-one ClC1=C(C(=CC=C1Cl)OC)[C@@H]1CN2C(CC[C@@H]2C1)=O